(S)-2-(((4,4-difluoro-2,2-dimethylbutoxy)carbonyl)amino)-4-((2-methoxyethyl)(4-(5,6,7,8-tetrahydro-1,8-naphthyridin-2-yl)butyl)amino)butanoic acid FC(CC(COC(=O)N[C@H](C(=O)O)CCN(CCCCC1=NC=2NCCCC2C=C1)CCOC)(C)C)F